(±)-2-[5-amino-3-(4-fluorophenyl)-4-methyl-1H-pyrazol-1-yl]-1-cyclopropylethanol NC1=C(C(=NN1C[C@H](O)C1CC1)C1=CC=C(C=C1)F)C |r|